1-(2,3,5,6-tetrafluoropyridin-4-yl)pyrrolidine-2-carboxamide FC1=NC(=C(C(=C1F)N1C(CCC1)C(=O)N)F)F